4-[[(2S)-1,4-dioxan-2-yl]methoxy]-9-[4-(ethoxymethyl)-1-piperidyl]-1-methyl-6,7-dihydrobenzo[a]quinolizin-2-one O1[C@@H](COCC1)COC=1N2CCC3=C(C2=C(C(C1)=O)C)C=CC(=C3)N3CCC(CC3)COCC